CC1=C(C(=C2CCCC2=C1)NC(=O)C=1C(=NN2C1C1(OCC2)CCC1)S(=O)(=O)N)C1=CC=2N(C=C1)N=CC2 ((6-methyl-5-(pyrazolo[1,5-a]pyridin-5-yl)-2,3-dihydro-1H-inden-4-yl)carbamoyl)-6',7'-dihydrospiro[cyclobutane-1,4'-pyrazolo[5,1-c][1,4]oxazine]-2'-sulfonamide